ClC1=CC=C(C=N1)B(O)O (6-Chloropyridin-3-yl)boronic acid